(10-(naphthalen-2-yl)anthracen-9-yl)boronic acid C1=C(C=CC2=CC=CC=C12)C1=C2C=CC=CC2=C(C2=CC=CC=C12)B(O)O